4-(methylthio)quinazoline CSC1=NC=NC2=CC=CC=C12